3,5-bis(methyl-d3)-4-(phenyl-d5)-1λ2-pyrazole C(C1=N[N]C(=C1C1=C(C(=C(C(=C1[2H])[2H])[2H])[2H])[2H])C([2H])([2H])[2H])([2H])([2H])[2H]